1-(4-fluoro-3-methylphenyl)-5-oxo-N-(5-(trifluoromethyl)thiazol-2-yl)pyrrolidine-3-carboxamide FC1=C(C=C(C=C1)N1CC(CC1=O)C(=O)NC=1SC(=CN1)C(F)(F)F)C